C12CC(CC2C1)OC1=C(C=C(C=C1F)NC(=O)C=1N=C(OC1CC)N1CC(C1)(CC)CC)F N-(4-(cis-bicyclo[3.1.0]hexane-3-yloxy)-3,5-difluorophenyl)-2-(3,3-diethylazetidin-1-yl)-5-ethyloxazole-4-carboxamide